3,5-dimethyl-aniline dimethyl-2-(2,6-diethyl-4-methylphenyl)-malonate COC(C(C(=O)OC)C1=C(C=C(C=C1CC)C)CC)=O.CC=1C=C(N)C=C(C1)C